lauric acid 2-ethylhexyl ester C(C)C(COC(CCCCCCCCCCC)=O)CCCC